6-(4-Fluoro-2-(trifluoromethyl)phenyl)-8-methoxy-N-((6-methylpyridazin-3-yl)methyl)quinazolin-4-amine FC1=CC(=C(C=C1)C=1C=C2C(=NC=NC2=C(C1)OC)NCC=1N=NC(=CC1)C)C(F)(F)F